4,5-dichloro-6-ethylpyridazin-3(2H)-one ClC=1C(NN=C(C1Cl)CC)=O